4-{3-(cyanomethyl)-3-[4-(7H-pyrrolo[2,3-d]pyrimidin-4-yl)-1H-pyrazol-1-yl]azetidin-1-yl}-N-[4-(trifluoromethyl)pyridin-3-yl]piperidine-1-carboxamide C(#N)CC1(CN(C1)C1CCN(CC1)C(=O)NC=1C=NC=CC1C(F)(F)F)N1N=CC(=C1)C=1C2=C(N=CN1)NC=C2